tert-butyl N-[3-[3-chloro-5-[[2-(2,6-dioxo-3-piperidyl)-1-oxo-isoindolin-5-yl]methylcarbamoylamino] phenyl]propyl]carbamate ClC=1C=C(C=C(C1)NC(NCC=1C=C2CN(C(C2=CC1)=O)C1C(NC(CC1)=O)=O)=O)CCCNC(OC(C)(C)C)=O